O1CCN(CCOCCN(CC1)C(=O)N)C(=O)N 1,7-dioxa-4,10-diazacyclododecane-4,10-dicarboxamide